(2S,3aS,4R,9bR)-2-tert-Butyl-4-(4-hydroxy-phenyl)-1,2,3,3a,4,9b-hexahydro-cyclopenta[c]chromen-8-ol C(C)(C)(C)[C@H]1C[C@@H]2[C@@H]([C@@H](OC=3C=CC(=CC23)O)C2=CC=C(C=C2)O)C1